4-(4-Hydroxy-phenyl)-benzo[de]isoquinoline-1,3-dione OC1=CC=C(C=C1)C1=CC=C2C3=C1C(NC(C3=CC=C2)=O)=O